2,6-di-amino-purine NC1=NC(=C2NC=NC2=N1)N